tert-butyl (3R)-4-(4-cyano-5-nitropyridin-2-yl)-3-(hydroxymethyl)piperazine-1-carboxylate C(#N)C1=CC(=NC=C1[N+](=O)[O-])N1[C@H](CN(CC1)C(=O)OC(C)(C)C)CO